O=C1NC(CCC1NC1=CC(=C(C(=C1)F)N1CCC(CC1)CN1CCC2(CC(C2)NC(OC(C)(C)C)=O)CC1)F)=O tert-butyl (7-((1-(4-((2,6-dioxopiperidin-3-yl)amino)-2,6-difluorophenyl) piperidin-4-yl)methyl)-7-azaspiro[3.5]nonan-2-yl)carbamate